1,8-NAPHTHYRIDINE-4-CARBALDEHYDE N1=CC=C(C2=CC=CN=C12)C=O